ClC(OC1=CC=C(C=C1)NC(=O)C1=CN(C(C(=C1)N1CCOCC1)=O)C=1C=NC=NC1)(F)F N-[4-(Chlorodifluoromethoxy)phenyl]-5-(morpholin-4-yl)-6-oxo-1-(pyrimidin-5-yl)-1,6-dihydropyridine-3-carboxamide